4,5-dichloro-6-(4-methylpiperazin-1-yl)pyrimidine ClC1=NC=NC(=C1Cl)N1CCN(CC1)C